2-(p-[(Z)-4-chloro-1,2-diphenyl-1-butenyl]-phenoxy)-N,N-dimethylethylamine citrate C(CC(O)(C(=O)O)CC(=O)O)(=O)O.ClCC/C(=C(\C1=CC=CC=C1)/C1=CC=C(OCCN(C)C)C=C1)/C1=CC=CC=C1